(2S,5R)-N-(7-methoxy-4-(1-methyl-3-phenyl-1H-pyrazol-4-yl)quinazolin-6-yl)-2,4,5-trimethylpiperazine-1-carboxamide COC1=C(C=C2C(=NC=NC2=C1)C=1C(=NN(C1)C)C1=CC=CC=C1)NC(=O)N1[C@H](CN([C@@H](C1)C)C)C